1H-benzo[g]indazol-4,5-dione N1N=CC=2C(C(C3=C(C12)C=CC=C3)=O)=O